(7-Ethyl-7-((5-(trifluoromethyl)pyridin-2-yl)oxy)-2-azaspiro[3.5]nonan-2-yl)((1s,3s)-3-hydroxy-3-methylcyclobutyl)methanone C(C)C1(CCC2(CN(C2)C(=O)C2CC(C2)(C)O)CC1)OC1=NC=C(C=C1)C(F)(F)F